7-methoxy-1-methyl-2-[(11R)-11-methyl-9-oxo-1,10-diazatricyclo[10.5.2.015,18]nonadeca-12(19),13,15(18),16-tetraen-17-yl]benzimidazole-5-carboxylic acid COC1=CC(=CC2=C1N(C(=N2)C2=CC=1C=CC=3[C@H](NC(CCCCCCCN2C1C3)=O)C)C)C(=O)O